Natrium difluorophosphat P(=O)([O-])(F)F.[Na+]